methyl 3-(4-bromo-2-nitrophenoxy)-5,5-dimethyltetrahydrofuran-3-carboxylate BrC1=CC(=C(OC2(COC(C2)(C)C)C(=O)OC)C=C1)[N+](=O)[O-]